(2-(1-cyanocyclopropyl)pyridin-4-yl)carbamic acid tert-butyl ester C(C)(C)(C)OC(NC1=CC(=NC=C1)C1(CC1)C#N)=O